OC1=CC(=C(C=C1)C(CC)C1=C(C=C(C=C1)O)C(C)(C)C)C(C)(C)C 1,1-bis(4-hydroxy-t-butylphenyl)propane